1-{1-(3,4-dichlorophenyl)-5-methyl-3-[2-(pyrrolidin-1-yl)ethoxy]-1H-pyrazol-4-yl}ethanone oxalate C(C(=O)O)(=O)O.ClC=1C=C(C=CC1Cl)N1N=C(C(=C1C)C(C)=O)OCCN1CCCC1